C1C(CC2=CC=CC=C12)=NO 2-indanone oxime